N-aminoethyl-3-aminopropyl-trimethoxysilane NCCNCCC[Si](OC)(OC)OC